N1=CC=C2N1CC1(CN2C2=NC(=NC=C2F)NC2=CC=C(C=C2)S(=O)(=O)N)CCC1 4-[(4-{5',7'-dihydrospiro[cyclobutane-1,6'-pyrazolo[1,5-a]pyrimidin]-4'-yl}-5-fluoropyrimidin-2-yl)amino]benzenesulfonamide